7-(2-((3aS,4R,6aR)-4-(4-chloro-7H-pyrrolo[2,3-d]pyrimidin-7-yl)-2,2-dimethyl-3a,6a-dihydro-4H-cyclopenta[d][1,3]dioxol-6-yl)ethyl)-N-cyclobutylquinolin-2-amine ClC=1C2=C(N=CN1)N(C=C2)[C@@H]2C=C([C@H]1OC(O[C@H]12)(C)C)CCC1=CC=C2C=CC(=NC2=C1)NC1CCC1